(3R,3aR,6R,6aR)-hexahydrofuro[3,2-b]furan-3,6-diyl bis(4-(bis(2-hydroxydodecyl)amino)butanoate) OC(CN(CCCC(=O)O[C@H]1[C@@H]2[C@H](OC1)[C@@H](CO2)OC(CCCN(CC(CCCCCCCCCC)O)CC(CCCCCCCCCC)O)=O)CC(CCCCCCCCCC)O)CCCCCCCCCC